(2-CHLORO-3-HYDROXYPHENYL)-BORONIC ACID ClC1=C(C=CC=C1O)B(O)O